7-amino-8-(3-methoxy-2,6-dimethylphenyl)imidazo[1,2-a]pyridine-6-carboxamide NC1=C(C=2N(C=C1C(=O)N)C=CN2)C2=C(C(=CC=C2C)OC)C